C12(CC3CC(CC(C1)C3)C2)N(CCCCCCCNC=2C=CC3=C(C(=CO3)C3C(NC(CC3)=O)=O)C2)C 3-(5-((7-((adamantan-1-yl)(methyl)amino)heptyl)amino)benzofuran-3-yl)piperidine-2,6-dione